Cl.C(CCC)(=O)NN butyric acid hydrazide hydrochloride